SCCC(=O)OC(C)CCCC(C)C 2-Iso-octyl 3-mercaptopropionate